C(CCC)C(COC1=CC=2C(=NSN2)C=C1OCC(CCCCCC)CCCC)CCCCCC 5,6-di(2-butyloctyloxy)benzo[c][1,2,5]-thiadiazole